ClC=1C=C(C=CC1)NCC(=O)NC1(CCOC2(CCCC2)C1)C1=NC=CC=C1 2-((3-chlorophenyl)amino)-N-(9-(pyridin-2-yl)-6-oxaspiro[4.5]decan-9-yl)acetamide